ethyl-sulfonyl-aniline C(C)S(=O)(=O)NC1=CC=CC=C1